difluoroacetamide methyl-(R)-1-(3-amino-3-(4-(5-fluoro-6-hydroxypyridin-3-yl)phenyl)propyl)piperidine-4-carboxylate COC(=O)C1CCN(CC1)CC[C@H](C1=CC=C(C=C1)C=1C=NC(=C(C1)F)O)N.FC(C(=O)N)F